[Ca+2].[O-2].[Fe+3] ferric oxide calcium